BrC1=CC(=C2C(=N1)C(=NN2C(C)C)C)NCC 5-bromo-N-ethyl-1-isopropyl-3-methyl-1H-pyrazolo[4,3-b]pyridin-7-amine